C1(CC1)C=1C(=CC(=C(C(=O)NS(=O)(=O)C)C1)F)COCC1(CCN(CC1)C(C1=C(C=C(C=C1)F)Cl)=O)F 5-cyclopropyl-4-(((1-(2-chloro-4-fluorobenzoyl)-4-fluoropiperidin-4-yl)methoxy)methyl)-2-fluoro-N-(methylsulfonyl)benzamide